tert-butyl N-[[4-[2-[4-[[4-[4-[(2,6-dioxo-3-piperidyl)amino]phenyl]-1-piperidyl]methyl]phenyl]pyrazolo[4,3-b]pyridin-7-yl]-2-methyl-phenyl]methyl]carbamate O=C1NC(CCC1NC1=CC=C(C=C1)C1CCN(CC1)CC1=CC=C(C=C1)N1N=C2C(N=CC=C2C2=CC(=C(C=C2)CNC(OC(C)(C)C)=O)C)=C1)=O